CC1(C=NN=C1)C(=O)N 4-methyl-pyrazole-4-carboxamide